4-((3S,5R)-3,5-dimethylpiperazin-1-yl)-N-(6-ethoxy-2-methylpyrazolo[1,5-a]pyridin-5-yl)-2,3-dihydro-1H-pyrrolo[2,3-b]pyridine-1-carboxamide hydrochloride Cl.C[C@H]1CN(C[C@H](N1)C)C1=C2C(=NC=C1)N(CC2)C(=O)NC2=CC=1N(C=C2OCC)N=C(C1)C